bis(2,3-epoxypropyl)cyclohex-4-ene-1,2-dicarboxylate C(C1CO1)OC(=O)C1C(CC=CC1)C(=O)OCC1CO1